(R)-3-(dibenzylamino)azepan-2-one C(C1=CC=CC=C1)N([C@H]1C(NCCCC1)=O)CC1=CC=CC=C1